N-(7-(hydroxyamino)-7-oxoheptyl)-4-phenyl-3,4-dihydropyrrolo[3,4-b]indole-2(1H)-carboxamide ONC(CCCCCCNC(=O)N1CC=2N(C=3C=CC=CC3C2C1)C1=CC=CC=C1)=O